6-(2-chloro-3,5-dimethoxyphenyl)-N-(4-(4-ethylpiperazin-1-yl)phenyl)-9-(morpholinomethyl)-[1,2,4]triazolo[4',3':1,6]pyrido[2,3-d]pyrimidin-2-amine ClC1=C(C=C(C=C1OC)OC)C1=CC2=C(N=C(N=C2)NC2=CC=C(C=C2)N2CCN(CC2)CC)N2C1=NN=C2CN2CCOCC2